3-Adamantan-1-yl-4'-bromo-biphenyl-4-ol C12(CC3CC(CC(C1)C3)C2)C=2C=C(C=CC2O)C2=CC=C(C=C2)Br